dimethoxy sulfoxide COS(=O)OC